1-[6-[5-[(6-methylpyridazin-3-yl)amino]benzimidazol-1-yl]-2-[5-methyl-3-(trifluoromethyl)-6,7-dihydro-4H-pyrazolo[4,3-c]pyridin-1-yl]-3-pyridyl]ethanol CC1=CC=C(N=N1)NC1=CC2=C(N(C=N2)C2=CC=C(C(=N2)N2N=C(C=3CN(CCC32)C)C(F)(F)F)C(C)O)C=C1